C(C)(C)(C)OC(=O)N1CC2=C(C=C(C=C2CC1)F)F 6,8-difluoro-3,4-dihydroisoquinoline-2(1H)-carboxylic acid tert-butyl ester